1-[3-Fluoro-5-(trideuteriomethoxy)-2-pyridyl]-7-methoxy-3-methyl-8-(1-methylpyrazol-4-yl)imidazo[4,5-c]quinolin-2-one FC=1C(=NC=C(C1)OC([2H])([2H])[2H])N1C(N(C=2C=NC=3C=C(C(=CC3C21)C=2C=NN(C2)C)OC)C)=O